BrC1=CC(=C2C(=NC=NC2=C1)NC=1C(=C2C=CC=NC2=CC1)F)OC(C)C1COC1 7-bromo-N-(5-fluoroquinolin-6-yl)-5-[1-(oxetan-3-yl)ethoxy]quinazolin-4-amine